(2S,3R)-4-methylsulfonylphenyl-serine CS(=O)(=O)C1=CC=C(C=C1)N[C@@H](CO)C(=O)O